OC[C@@H](CC1(CC1)C(F)(F)F)NC1CC2(CC(C2)NC(OC(C)(C)C)=O)C1 tert-Butyl N-[6-[[(1R)-1-(hydroxymethyl)-2-[1-(trifluoromethyl)cyclopropyl]ethyl]amino]spiro[3.3]heptan-2-yl]carbamate